ClC1=C(C(=CC=C1)Cl)COC1=CC2=C([C@@]3(CCN([C@@H]3CC2)C(=O)C2CCN(CC2)C(C)=O)S(=O)(=O)C2=CC=C(C=C2)F)C=C1 1-{4-[(3aR,9bR)-7-[(2,6-dichlorophenyl)methoxy]-9b-(4-fluorobenzenesulfonyl)-1H,2H,3H,3aH,4H,5H,9bH-benzo[e]indole-3-carbonyl]piperidin-1-yl}ethan-1-one